4,6-bis(phenyl-d5)-1,3,5-triazin-2-yl-12'H-spiro[fluorene-9,7'-indeno[1,2-a]carbazol] C1(=C(C(=C(C(=C1[2H])[2H])[2H])[2H])[2H])C1=NC(=NC(=N1)C1=C(C(=C(C(=C1[2H])[2H])[2H])[2H])[2H])C1=CC=CC=2C=3C=CC4=C(C3NC12)C1=CC=CC=C1C41C4=CC=CC=C4C=4C=CC=CC41